COC(=O)C=1C=C(C2=C(N(C(=N2)CCl)C[C@H]2OCC2)C1)C (S)-2-(chloromethyl)-4-methyl-1-(oxetan-2-ylmethyl)-1H-benzo[d]imidazole-6-carboxylic acid methyl ester